C(C)(C)(C)OC(=O)N[C@@H](CCC(N)=O)C(=O)N[C@H](CC1=CN(C2=CC=CC=C12)C)C(=O)OCC ethyl Nα-((tert-butoxycarbonyl)-L-glutaminyl)-1-methyl-D-tryptophanate